4-(2,6-Dimethoxy-4-propylphenyl)-1,5-dimethylindolin-2-one COC1=C(C(=CC(=C1)CCC)OC)C1=C2CC(N(C2=CC=C1C)C)=O